O[C@H]1CC[C@H](CC1)C(=O)OCC ethyl cis-4-hydroxycyclohexane-1-carboxylate